2-tert-butylpiperazine dihydrochloride Cl.Cl.C(C)(C)(C)C1NCCNC1